The molecule is a fatty acid methyl ester resulting from the formal condensation of the carboxy group of henicosanoic acid with methanol. It has a role as a plant metabolite. It derives from a henicosanoic acid. CCCCCCCCCCCCCCCCCCCCC(=O)OC